BrC1=CC=C2C=C(N(C2=C1)CC1CC1)C1=NC2=C(N1C)C(=CC(=C2)C(=O)N2[C@H]1CC[C@H](C2)C1NC(O)=O)OC ((1S,4R)-2-(2-(6-bromo-1-(cyclopropylmethyl)-1H-indol-2-yl)-7-methoxy-1-methyl-1H-benzo[d]Imidazole-5-carbonyl)-2-azabicyclo[2.2.1]Heptane-7-yl)carbamic acid